tert-butyl (3S)-3-(2-((7-(8-ethyl-7-fluoro-3-(methoxymethoxy)naphthalen-1-yl)-8-fluoro-2-(methylthio)-4-oxo-3,4-dihydropyrido[4,3-d]pyrimidin-5-yl)oxy)propyl)piperazine-1-carboxylate C(C)C=1C(=CC=C2C=C(C=C(C12)C1=C(C=2N=C(NC(C2C(=N1)OC(C[C@H]1CN(CCN1)C(=O)OC(C)(C)C)C)=O)SC)F)OCOC)F